1-(2,3-dihydroxypropyl)-4-ethylpiperidine OC(CN1CCC(CC1)CC)CO